9,9'-(5-(4,6-diphenylpyridin-2-yl)-1,3-phenylene)bis(3,6-di-p-tolyl-9H-carbazole) C1(=CC=CC=C1)C1=CC(=NC(=C1)C1=CC=CC=C1)C=1C=C(C=C(C1)N1C2=CC=C(C=C2C=2C=C(C=CC12)C1=CC=C(C=C1)C)C1=CC=C(C=C1)C)N1C2=CC=C(C=C2C=2C=C(C=CC12)C1=CC=C(C=C1)C)C1=CC=C(C=C1)C